(1S,4s)-4-(8-(2,6-dichloro-4-fluorophenylamino)-2-((1R,3S)-3-hydroxycyclohexylamino)-9H-purin-9-yl)cyclohexanecarboxamide ClC1=C(C(=CC(=C1)F)Cl)NC=1N(C2=NC(=NC=C2N1)N[C@H]1C[C@H](CCC1)O)C1CCC(CC1)C(=O)N